C(C)(C)(C)C1=NC(=NC(=N1)Cl)C1=CC2=CC=CC=C2C=C1 2-tert-butyl-4-chloro-6-β-naphthyl-1,3,5-triazine